C(=O)[C@@H]1CN(CCOC1)C(=O)OC(C)(C)C tert-Butyl (R)-6-formyl-1,4-oxazepane-4-carboxylate